trifluoromethyl-1,2-diphenylethylene FC(F)(F)C(=CC1=CC=CC=C1)C1=CC=CC=C1